C(C)OC(/C(/C=O)=N/NC1=CC=C(C=C1)OC)=O.O\N=C\C(\C(=O)OCC)=N/NC1=CC=C(C=C1)OC Ethyl (2E,3E)-3-(hydroxyimino)-2-[(4-methoxyphenyl)hydrazono]propanoate Ethyl-(2E)-2-[(4-methoxyphenyl)hydrazono]-3-oxopropanoate